1-Ethoxy-3-methyl-1-oxobut-3-en-2-yl-5-[2-chloro-4-(trifluoromethyl) phenoxy]-2-nitrobenzoate C(C)OC(C(C(=C)C)OC(C1=C(C=CC(=C1)OC1=C(C=C(C=C1)C(F)(F)F)Cl)[N+](=O)[O-])=O)=O